1-((2R,5S)-4-(7-(3-amino-5-methyl-1H-indazol-4-yl)-6-chloro-8-fluoro-2-(2-((S)-3-fluoropyrrolidin-1-yl)ethoxy)quinazolin-4-yl)-2,5-dimethylpiperazin-1-yl)prop-2-en-1-one NC1=NNC2=CC=C(C(=C12)C1=C(C=C2C(=NC(=NC2=C1F)OCCN1C[C@H](CC1)F)N1C[C@H](N(C[C@@H]1C)C(C=C)=O)C)Cl)C